ClC1=C(C=CC=C1)NC(=S)N (chlorophenyl)thiourea